3-(Pyridin-4-yl)-3-(5-(2-(5,6,7,8-tetrahydro-1,8-naphthyridin-2-yl)ethoxy)-1H-indazol-1-yl)propanoic acid N1=CC=C(C=C1)C(CC(=O)O)N1N=CC2=CC(=CC=C12)OCCC1=NC=2NCCCC2C=C1